camphor gallium [Ga].C12(C(=O)CC(CC1)C2(C)C)C